methyl 5-(chlorocarbonyl)picolinate ClC(=O)C=1C=CC(=NC1)C(=O)OC